C1(=CC=CC=C1)C(C)(O)O (R)-phenylethanediol